tert-butyl (R)-(5-azaspiro[2.4]heptan-7-yl)carbamate C1CC12CNC[C@@H]2NC(OC(C)(C)C)=O